4-[1-[[(2-chloro-6-nitrophenyl)amino]mercaptomethylene]-2-oxopropyl]-3-chloro-benzonitrile potassium salt [K].ClC1=C(C(=CC=C1)[N+](=O)[O-])NSC=C(C(C)=O)C1=C(C=C(C#N)C=C1)Cl